C(C=C)NC(CC(O)(C(=O)NCC=C)CC(=O)NCC=C)=O N,N',N''-triallyl-citric acid triamide